(3-((5-fluoro-6-cyanopyridin-3-yl)oxy)-2,2,4,4-tetramethylcyclobutyl)acetamide FC=1C=C(C=NC1C#N)OC1C(C(C1(C)C)CC(=O)N)(C)C